N-(6-aminospiro[3.3]hept-2-yl)benzamide hydrochloride Cl.NC1CC2(CC(C2)NC(C2=CC=CC=C2)=O)C1